C1(=CC=CC=C1)C(C1=CC=CC=C1)=NC=1C(=CC2=C(N(C(=N2)C)C)C1)C#N 6-((diphenylmethylene)amino)-1,2-dimethyl-1H-benzo[d]imidazole-5-carbonitrile